BrC=1C=C(C2=CN(N=C2C1C)[C@@H](C(=O)OCC)C1=C2N(C=N1)C[C@@H](C2)F)C(F)(F)F |&1:11| rac-ethyl 2-(6-bromo-7-methyl-4-(trifluoromethyl)-2H-indazol-2-yl)-2-((R)-6-fluoro-6,7-dihydro-5H-pyrrolo[1,2-c]imidazol-1-yl)acetate